FC1=C(C=C(C(=C1)C)B1OC(C(O1)(C)C)(C)C)NC(=O)N1CC(=CC1)CC(F)(F)F N-(2-Fluoro-4-methyl-5-(4,4,5,5-tetramethyl-1,3,2-dioxaborolan-2-yl)phenyl)-3-(2,2,2-trifluoroethyl)-2,5-dihydro-1H-pyrrole-1-carboxamide